17-ethyl-6-hydroxy-3,5,7,9,11,15-hexamethyl-19-[(2S,3S)-3-methyl-6-oxo-2,3-dihydropyran-2-yl]-8-oxononadeca-2,10,12,16,18-pentaenoic acid C(C)C(=CC(CC=CC(=CC(C(C(C(C(CC(=CC(=O)O)C)C)O)C)=O)C)C)C)C=C[C@@H]1OC(C=C[C@@H]1C)=O